C[Si](C=1C=C(CC#N)C=CC1)(C)C m-trimethylsilyl-benzyl cyanide